CC(CC(C1=NN=NN1)NC=1C=NC2=CC=CC=C2C1)(C)C N-(3,3-dimethyl-1-(1H-tetrazol-5-yl)butyl)quinolin-3-amine